N-(3-((2-(5-fluoroisoindolin-2-yl)-2-oxoethyl)amino)adamantan-1-yl)adamantane-1-carboxamide FC=1C=C2CN(CC2=CC1)C(CNC12CC3(CC(CC(C1)C3)C2)NC(=O)C23CC1CC(CC(C2)C1)C3)=O